CCOC(=O)C1CCN(CC1)C2=C(C=CC(=C2)Cl)C=O ethyl 1-(5-chloro-2-formylphenyl) piperidine-4-carboxylate